CN([C@H]1CN(CC1)C1=C(C=C(C=C1)NC1=NC=C(C(=N1)C1=CNC2=C(C=CC=C12)F)OC)NC(C)=O)C (R)-N-(2-(3-(dimethylamino)pyrrolidin-1-yl)-5-((4-(7-fluoro-1H-indol-3-yl)-5-methoxypyrimidin-2-yl)amino)phenyl)acetamide